C1(CC1)C=1C(=NSC1C(=O)OC)C=1C2=CN(N=C2C=CC1)C methyl 4-cyclopropyl-3-(2-methyl-2H-indazol-4-yl)isothiazole-5-carboxylate